N-(4-((3-(4-(quinolin-4-yl)piperazin-1-carbonyl)pyrrolidin-1-yl)sulfonyl)phenyl)acetamide N1=CC=C(C2=CC=CC=C12)N1CCN(CC1)C(=O)C1CN(CC1)S(=O)(=O)C1=CC=C(C=C1)NC(C)=O